5-fluoro-N-(4-fluoro-2,6-dimethylphenyl)-4-(3-oxo-5,6,7,8-tetrahydro[1,2,4]triazolo[4,3-a]-pyridin-2(3H)-yl)-2-{[(2S)-1,1,1-trifluoropropan-2-yl]oxy}benzamide FC=1C(=CC(=C(C(=O)NC2=C(C=C(C=C2C)F)C)C1)O[C@H](C(F)(F)F)C)N1N=C2N(CCCC2)C1=O